2,2-dimethylpropan-1-on CC(C=O)(C)C